7-(1H-Imidazol-4-yl)-2-(1H-indol-2-yl)-3-isopropylimidazo[2,1-f][1,2,4]triazin-4(3H)-one N1C=NC(=C1)C1=CN=C2C(N(C(=NN21)C=2NC1=CC=CC=C1C2)C(C)C)=O